6-((6-chloro-2-methylpyridin-3-yl)amino)-3-methyl-1-(tetrahydro-2H-pyran-4-yl)-1,3-dihydro-2H-imidazo[4,5-c]pyridin-2-one ClC1=CC=C(C(=N1)C)NC1=CC2=C(C=N1)N(C(N2C2CCOCC2)=O)C